CC1=NC=CC(=N1)NC1=NC=CC(=C1)C1=CC(NC(=C1)C=1C(=NC=CC1)C(F)(F)F)=O 4-[2-[(2-Methylpyrimidin-4-yl)amino]-4-pyridyl]-6-[2-(trifluoromethyl)-3-pyridyl]-1H-pyridin-2-on